(S)-2-((4-(6-((3-Chloro-5-cyanothiophen-2-yl)methoxy)pyridin-2-yl)piperidin-1-yl)methyl)-1-(oxetan-2-ylmethyl)-1H-benzo[d]imidazole-6-carboxylic acid ClC1=C(SC(=C1)C#N)COC1=CC=CC(=N1)C1CCN(CC1)CC1=NC2=C(N1C[C@H]1OCC1)C=C(C=C2)C(=O)O